trifluoroacetic acid, trifluoroacetic acid salt FC(C(=O)O)(F)F.FC(C(=O)O)(F)F